C(C1=CC=CC=C1)C1NC(OC1)=S (E)-4-benzyl-oxazolidine-2-thione